N-cyclopropyl-2-(difluoromethoxy)-6-methoxy-4-[7-[2-[1-(oxetan-3-yl)pyrrolidin-2-yl]ethoxy]imidazo[1,2-a]pyridin-3-yl]benzamide C1(CC1)NC(C1=C(C=C(C=C1OC)C1=CN=C2N1C=CC(=C2)OCCC2N(CCC2)C2COC2)OC(F)F)=O